C[C@@]12[C@H](CC[C@H]1[C@@H]1CCC=3C=C(C(=CC3[C@H]1CC2)O)O)O (8R,9S,13S,14S,17S)-13-methyl-6,7,8,9,11,12,14,15,16,17-decahydrocyclopenta[a]phenanthrene-2,3,17-triol